[N+](=O)([O-])C1=C(C=CC=C1)S(=O)(=O)N(N)C(C(C)S)=O mercaptopropionic acid, 2-nitrobenzenesulfonylhydrazide